2-(2-methyl-4-methoxyanilino)-benzoic acid CC1=C(NC2=C(C(=O)O)C=CC=C2)C=CC(=C1)OC